6-amino-4H-1,4-benzoxazin-3-one NC=1C=CC2=C(NC(CO2)=O)C1